2-[5-chloro-7-(cis-3-hydroxy-3-methylcyclobutyl)-7H-pyrrolo[2,3-c]pyridazin-3-yl]-3-methyl-5-(trifluoromethyl)phenol ClC1=CN(C=2N=NC(=CC21)C2=C(C=C(C=C2C)C(F)(F)F)O)C2CC(C2)(C)O